N-[5-cyclopropyl-1-[4-[[(Z)-[3-(2-isopropyl-5-methyl-phenyl)-4-oxo-thiazolidine-2-ylidene]carbamoyl]amino]phenyl]-3-methyl-pyrazol-4-yl]-4-(trifluoromethoxy)benzamide C1(CC1)C1=C(C(=NN1C1=CC=C(C=C1)NC(\N=C\1/SCC(N1C1=C(C=CC(=C1)C)C(C)C)=O)=O)C)NC(C1=CC=C(C=C1)OC(F)(F)F)=O